C1(=CC=CC=C1)C[C@H](CC(=O)OC)NS(=O)(=O)C1=CC=C(C=C1)OC(F)(F)F methyl (R)-4-phenyl-3-((4-(trifluoromethoxy)phenyl) sulfonamido)butanoate